CC=1N=NNC1C 4,5-dimethyl-1H-1,2,3-triazol